C(C=C)(=O)O.C(C=C)(=O)O.C1=CC=CC=2C3=CC=CC=C3C12 biphenylene diacrylate